[Cl-].C(C)[NH2+]CC N-ethylethylammonium chloride